FC=1C(=C(C=O)C=C(C1)C(=O)N1C[C@H](OCC1)C1=CC=C(C=C1)N1CCCC1)O |o1:13| rel-(R)-3-fluoro-2-hydroxy-5-(2-(4-(pyrrolidin-1-yl)phenyl)morpholine-4-carbonyl)benzaldehyde